4-(3-methylpiperazin-1-yl)-5-nitroquinolin-8-ol CC1CN(CCN1)C1=CC=NC2=C(C=CC(=C12)[N+](=O)[O-])O